ethyl N-((benzyloxy)carbonyl)-S-(4-isopropyl-1-methylcyclohex-2-en-1-yl)cysteinate C(C1=CC=CC=C1)OC(=O)N[C@@H](CSC1(C=CC(CC1)C(C)C)C)C(=O)OCC